BrC1=C(C(=CC2=C1[C@@H]([C@](O2)(C2=CC=CC=C2)C(C)N)C)F)Cl 1-((2S,3S)-4-bromo-5-chloro-6-fluoro-3-methyl-2-phenyl-2,3-dihydrobenzofuran-2-yl)ethan-1-amine